5-(2,4-difluoro-3-methylphenyl)-4-fluoro-5-methyl-8-oxo-5,6,7,8-tetrahydro-2,7-naphthyridin FC1=C(C=CC(=C1C)F)C1(C=2C(=CN=CC2C(NC1)=O)F)C